methyl 5-bromo-1-(tetrahydro-2H-pyran-2-yl)-1H-pyrazolo[3,4-b]pyridine-3-carboxylate BrC=1C=C2C(=NC1)N(N=C2C(=O)OC)C2OCCCC2